((1r,3r)-3-fluoro-1-(3-fluoropyridin-2-yl)cyclobutyl)methylamine FC1CC(C1)(C1=NC=CC=C1F)CN